6-Butyl-2-[2-hydroxy-3-(1-methyl-1-phenylethyl)-5-(1,1,3,3-tetramethylbutyl)phenyl]-pyrrolo[3,4-f]benzotriazol-5,7(2H,6H)-dion C(CCC)N1C(C2=CC=3C(=NN(N3)C3=C(C(=CC(=C3)C(CC(C)(C)C)(C)C)C(C)(C3=CC=CC=C3)C)O)C=C2C1=O)=O